(S)-3-METHYL-3-(1-OXO-4-((4-((4-(TRIFLUOROMETHYL)PIPERIDIN-1-YL)METHYL)BENZYL)OXY)ISOINDOLIN-2-YL)PIPERIDINE-2,6-DIONE C[C@]1(C(NC(CC1)=O)=O)N1C(C2=CC=CC(=C2C1)OCC1=CC=C(C=C1)CN1CCC(CC1)C(F)(F)F)=O